2-(3-methoxy-4-(t-butylcarbonyloxy)-phenyl)-3,5,7-tri-(t-butylcarbonyloxy)-quinolin-4-one COC=1C=C(C=CC1OC(=O)C(C)(C)C)C1=NC2=CC(=CC(=C2C(C1OC(=O)C(C)(C)C)=O)OC(=O)C(C)(C)C)OC(=O)C(C)(C)C